C1(=CC=CC=C1)C(C1=CC=CC=C1)=NCC(=O)OC(C)(C)C Tert-butyl 2-((diphenylmethylene)amino)acetate